BrC1=CC(=C(N)C(=C1)Cl)C(C)(C)C 4-bromo-2-(tert-butyl)-6-chloroaniline